C(C1=CC=CC=C1)OC1=C(C(=NC(=C1OC)C)C=1C(=NC2=CC=CC=C2C1)F)C(=O)OCC ethyl 4-benzyloxy-2-(2-fluoro-3-quinolyl)-5-methoxy-6-methyl-pyridine-3-carboxylate